C(C(=C)CC#N)#N itacononitrile